CC=1N=NC(=NN1)C1=CC2=CC=CC=C2C=C1 3-methyl-6-(naphthalen-2-yl)-1,2,4,5-tetrazine